OCC(=O)N1CCN(CC1)C1=CC=C(C=C1)NC(=O)C=1C=NN2C1N=CC=C2 N-(4-(4-(2-hydroxyacetyl)piperazin-1-yl)phenyl)pyrazolo[1,5-a]Pyrimidine-3-carboxamide